O1C(OCC1)C=1C=C(C(=NC1)C1=C2CCN(C2=CC=C1)C(=O)OC(C)(C)C)F tert-butyl 4-(5-(1,3-dioxolan-2-yl)-3-fluoropyridin-2-yl)indoline-1-carboxylate